1-(5-(pyridin-3-yl)pyrazolo[1,5-a]pyridin-2-yl)-3-(2-(pyridin-3-yloxy)ethyl)urea N1=CC(=CC=C1)C1=CC=2N(C=C1)N=C(C2)NC(=O)NCCOC=2C=NC=CC2